C(C)(C)(C)OC(=O)N[C@H](C(=O)N1N[C@@H](CCC1)C(=O)OC)CC1=CC(=CC(=C1)O[Si](C(C)C)(C(C)C)C(C)C)B1OC(C(O1)(C)C)(C)C methyl (3S)-1-[(2S)-2-[(tert-butoxycarbonyl) amino]-3-[3-(4,4,5,5-tetramethyl-1,3,2-dioxaborolan-2-yl)-5-[(triisopropylsilyl)oxy]phenyl]propanoyl]-1,2-diazinane-3-carboxylate